1-(4-bromothiophen-2-yl)cyclopropane-1-carbonitrile BrC=1C=C(SC1)C1(CC1)C#N